N1(CCOCC1)C=1C=C2CN(C(C2=CC1)=O)C1=CC2=C(NC(=N2)C2=CC=C(OCC(=O)NC3=CC=NC=C3)C=C2)C=C1 2-(4-(5-(5-(morpholin-4-yl)-1-oxo-1,3-dihydro-2H-isoindol-2-yl)-1H-benzimidazol-2-yl)phenoxy)-N-(pyridin-4-yl)acetamide